tri(isopropyl)amine C(C)(C)N(C(C)C)C(C)C